2,4,6-trimethoxybenzene tert-butyl-3-hydroxypyrrolidine-1-carboxylate C(C)(C)(C)OC(=O)N1CC(CC1)O.COC1=CC(=CC(=C1)OC)OC